BrC=1SC2=C(N1)C=C(C=C2)C 2-Bromo-5-methyl-1,3-benzothiazole